ClC1=C(C=C(CN2C(=NC3=C2C=C(C(=C3)F)F)N3C[C@H]([C@@H](CC3)F)N)C=C1)F (3r,4r)-1-(1-(4-chloro-3-fluorobenzyl)-5,6-difluoro-1H-benzoimidazol-2-yl)-4-fluoro-3-piperidinamine